methyl 1-(4-(cyclopropylmethyl)benzyl)-1H-pyrazole-4-carboxylate C1(CC1)CC1=CC=C(CN2N=CC(=C2)C(=O)OC)C=C1